3-((4-chlorobenzyl)amino)-4-((2-fluoro-4-(5-(trifluoromethyl)-1,2,4-oxadiazol-3-yl)benzyl)amino)cyclobut-3-ene-1,2-dione ClC1=CC=C(CNC=2C(C(C2NCC2=C(C=C(C=C2)C2=NOC(=N2)C(F)(F)F)F)=O)=O)C=C1